C(C)(C)(C)P(CCCCP(C(C)(C)C)C(C)(C)C)C(C)(C)C 1,4-bis(di-tert-butylphosphino)butane